CS(=O)(=O)C=1C(=CC=C2N=CC(=NC12)C=1C=NN(C1)CC1CCS(CC1)(=O)=O)OC=1C=CC2=C(NC(=N2)C)C1 4-[(4-{8-methanesulfonyl-7-[(2-methyl-1H-1,3-benzodiazol-6-yl)oxy]quinoxalin-2-yl}-1H-pyrazol-1-yl)methyl]-1λ6-thiane-1,1-dione